Butanoic acid, 3-methylbutyl ester C(CCC)(=O)OCCC(C)C